The molecule is a steroid glucuronide anion that is the conjugate base of 4-hydroxy-17beta-estradiol 4-O-(beta-D-glucuronide) arising from deprotonation of the carboxylic acid function; major species at pH 7.3. It is a steroid glucosiduronic acid anion, a beta-D-glucosiduronate and a monocarboxylic acid anion. It is a conjugate base of a 4-hydroxy-17beta-estradiol 4-O-(beta-D-glucuronide). C[C@]12CC[C@H]3[C@H]([C@@H]1CC[C@@H]2O)CCC4=C3C=CC(=C4O[C@H]5[C@@H]([C@H]([C@@H]([C@H](O5)C(=O)[O-])O)O)O)O